carbonyl-5,5-diphenyloxazolidin-2-one C(=O)=C1NC(OC1(C1=CC=CC=C1)C1=CC=CC=C1)=O